5-(3-methoxyoxetan-3-yl)-1-methyl-1H-pyrazole-3-sulfonamide COC1(COC1)C1=CC(=NN1C)S(=O)(=O)N